C(OC(C)(CC)OOC(C)(C)CCC)([O-])=O tert-hexyl-peroxy-sec-butyl monocarbonate